COCC1=NN2C(N=CC=C2C(=O)N[C@H]2COC3=C2C=CC(=C3)F)=C1C(=O)N 2-(methoxymethyl)-N7-[(3R)-6-fluoro-2,3-dihydrobenzofuran-3-yl]pyrazolo[1,5-a]pyrimidine-3,7-dicarboxamide